1-(2-(2,5-dimethylbenzyl)-2,8-diazaspiro[4.5]decane-8-carbonyl)-1H-pyrazole-3-carboxylic acid CC1=C(CN2CC3(CC2)CCN(CC3)C(=O)N3N=C(C=C3)C(=O)O)C=C(C=C1)C